F[C@H]1CN(CC[C@@H]1NC(=O)C1=CC(=CC=2N(C=NC21)CC(F)(F)F)C#CCNC=2C(OC)=CC=C(C2)S(=O)(=O)C)C2CCOCC2 N-[(3S,4S)-3-fluoro-1-(tetrahydro-2H-pyran-4-yl)-4-piperidyl]-6-[3-(4-mesyl-2-anisidino)-1-propynyl]-1-(2,2,2-trifluoroethyl)-1H-benzo[d]imidazole-4-carboxamide